chloride zinc-iron [Fe+2].[Zn+2].[Cl-].[Cl-].[Cl-].[Cl-]